2-[(1-n-butylheptyl)oxy]ethanol C(CCC)C(CCCCCC)OCCO